Propan-2-yl (2S)-2-{[(2-{[5-(4,6-difluoro-1H-indole-2-carbonyl)-4H,5H,6H,7H-[1,3]thiazolo[5,4-c]pyridin-2-yl]amino}ethoxy)(phenoxy)phosphoryl]amino}propanoate FC1=C2C=C(NC2=CC(=C1)F)C(=O)N1CC2=C(CC1)N=C(S2)NCCOP(=O)(OC2=CC=CC=C2)N[C@H](C(=O)OC(C)C)C